ClC=1C=C2C(=NC1C1=CC=C(C=C1)N1CC3=NN(C=C3C1)CC(C)(C)O)NC(=N2)O[C@@H]2CO[C@H]1[C@@H]2OC[C@H]1O (3R,3aR,6R,6aR)-6-((6-chloro-5-(4-(2-(2-hydroxy-2-methylpropyl)-2,6-dihydropyrrolo[3,4-c]pyrazol-5(4H)-yl)phenyl)-3H-imidazo[4,5-b]pyridin-2-yl)oxy)hexahydrofuro[3,2-b]furan-3-ol